(S)-tert-butyl-(4-(3-((2-(((benzyloxy)carbonyl)amino)-4-phenylbutanamido)methyl)-4-methylphenoxy)butyl)carbamate C(C)(C)(C)OC(NCCCCOC1=CC(=C(C=C1)C)CNC([C@H](CCC1=CC=CC=C1)NC(=O)OCC1=CC=CC=C1)=O)=O